OC1(NC(C2=CC=CC=C12)=O)C1=CC=C(C=C1)[Si](C)(C)C 3-hydroxy-3-(4-(trimethylsilyl)phenyl)isoindoline-1-one